C1(=CC=CC=C1)N[C@@H](C)C(=O)O |r| racemic-phenyl-alanine